N-(phenanthridin-6-ylmethyl)-2-vinyloxazole-4-carboxamide C1=CC=CC2=NC(=C3C=CC=CC3=C12)CNC(=O)C=1N=C(OC1)C=C